ethyl (S)-2-((S)-2-(((1r,4S)-4-((5'-chloro-6-(((4-cyanotetrahydro-2H-pyran-4-yl)methyl)amino)-[2,4'-bipyridin]-2'-yl)amino)cyclohexyl)amino)propoxy)propanoate ClC=1C(=CC(=NC1)NC1CCC(CC1)N[C@H](CO[C@H](C(=O)OCC)C)C)C1=NC(=CC=C1)NCC1(CCOCC1)C#N